(R)-1-chloro-2-hydroxy-10-methyl-9,10,11,12-tetrahydro-8H-pyrazolo[1'',5'':1',2']pyrido[3',4':4,5]thieno[3,2-e][1,4]diazepin-8-one ClC=1C(=NN2C1C1=C(SC3=C1NC[C@H](NC3=O)C)C=C2)O